C1CCNNCC1 4,5-diazepane